BrC1=CN=C(N1C)C1=NC(=CC=C1S(=O)(=O)CC)Cl 2-(5-bromo-1-methyl-1H-imidazol-2-yl)-6-chloro-3-(ethylsulfonyl)pyridine